(Z)-4-(1-(Difluoromethyl)-1H-pyrazol-4-yl)-N'-hydroxy-5-methoxy-6-methylpicolinimidamide FC(N1N=CC(=C1)C1=CC(=NC(=C1OC)C)/C(/N)=N/O)F